3-(2-Chloroethyl)-2-methyl-9-hydroxy-4H-pyrido[1,2-a]pyrimidin-4-one ClCCC1=C(N=C2N(C1=O)C=CC=C2O)C